C(N)(=O)C(CC[C@H](N)C(=O)O)N 5-carbamoyl-L-ornithine